ClC=1C(=CC(=C(OC=2C(=NC(=NC2)NC(C)C2CC2)N)C1)C(C)C)OC 5-(5-Chloro-2-isopropyl-4-methoxy-phenoxy)-N2-(1-cyclopropyl-ethyl)-pyrimidine-2,4-diamine